N1,N3-diisopropyl-2-methylcyclohexane-1,3-diamine C(C)(C)NC1C(C(CCC1)NC(C)C)C